COC([C@@H](CC1=C(C(=C(C=C1Cl)OC)OC)Cl)N)=O Methyl-(2R)-2-amino-3-(2,6-dichloro-3,4-dimethoxyphenyl)propanoat